C(C)N(CCNC(=O)C1=C(C2=CC=CC=C2C=C1)CC1=C(C=CC2=CC=CC=C12)OC)CC N-(2-(diethylamino)ethyl)-1-((2-methoxynaphthalen-1-yl)methyl)-2-naphthamide